CN1[C@H](CC1)CO ((2R)-1-methylazetidin-2-yl)methanol